N-(8-(3,3-difluorocyclobutyl)-7H-purin-6-yl)-2-(3-fluoro-5-(1-methyl-1H-pyrazol-4-yl)phenyl)acetamide FC1(CC(C1)C1=NC2=NC=NC(=C2N1)NC(CC1=CC(=CC(=C1)C=1C=NN(C1)C)F)=O)F